(E)-3-(4-Fluorophenyl)-1-[4-(3-hydroxypropoxy)phenyl]prop-2-en-1-one FC1=CC=C(C=C1)/C=C/C(=O)C1=CC=C(C=C1)OCCCO